5-(3-methoxyphenyl)-1-phenyl-1H-pyrazol-3-yl[methoxy]-2-methylpropanoic acid COC=1C=C(C=CC1)C1=CC(=NN1C1=CC=CC=C1)CC(C(=O)O)(C)OC